(4-fluoro-3-tetrahydropyran-2-yloxy-phenyl)boronic acid FC1=C(C=C(C=C1)B(O)O)OC1OCCCC1